5-Methyl-2-nitro-4,5-dihydropyrazolo[1,5-a]pyrazin-6(7H)-one CN1CC=2N(CC1=O)N=C(C2)[N+](=O)[O-]